N1C2=C(CCCC1)C=CC=C2 1,3,4,5-tetrahydro-2H-benzo[b]Azepin